C(C)C1=NC=2C(=NC(=CC2C)C)N1CC1=CC=C(C=C1)C1=C(C=CC(=C1)OC1=CC=CC=C1)C1=NN=NN1 2-Ethyl-5,7-dimethyl-3-((5'-phenoxy-2'-(1H-tetrazol-5-yl)-[1,1'-biphenyl]-4-yl)methyl)-3H-imidazo[4,5-b]pyridine